OC12CC3(CC(CC(C1)C3)C2)CO 1-hydroxy-3-(hydroxymethyl)adamantane